(R)-1-(2-((tert-butoxycarbonyl)amino)-4-hydroxybutyl)-2-methylhydrazine-1,2-dicarboxylic acid 1-((9H-fluoren-9-yl) methyl) 2-benzyl ester C(C1=CC=CC=C1)OC(=O)N(N(C(=O)OCC1C2=CC=CC=C2C=2C=CC=CC12)C[C@@H](CCO)NC(=O)OC(C)(C)C)C